5-Chloro-4'-cyclopropyl-N-(4-(1-(fluoromethyl)-4-(trifluoromethyl)-1H-imidazol-2-yl)benzyl)-6'-methoxy-[2,5'-bipyrimidin]-4-amine ClC=1C(=NC(=NC1)C=1C(=NC=NC1OC)C1CC1)NCC1=CC=C(C=C1)C=1N(C=C(N1)C(F)(F)F)CF